FC(C=1C=C(C=CC1)C(=O)NCC(=O)O)(F)F 2-{[3-(trifluoromethyl)phenyl]formamido}acetic acid